(RS)-4-(6-chlorobenzoxazoleoxy)-phenoxypropionic acid methyl ester COC([C@@H](C)OC1=CC=C(C=C1)OC=1OC2=C(N1)C=CC(=C2)Cl)=O |r|